phenoxymethyl-oxirane potassium (S)-(2-((tert-butoxycarbonyl)amino)propyl)trifluoroborate C(C)(C)(C)OC(=O)N[C@H](C[B-](F)(F)F)C.[K+].O(C1=CC=CC=C1)CC1OC1